N1=CC=C(C=C1)C=1N=C(C2=C(N1)C=NC=C2O)O 2-(4-pyridyl)pyrido[3,4-d]pyrimidine-4,5-diol